C(C)(C)(C)OC(N(C)CCS(=O)(=O)\C=C\CN(CC)CC)=O (E)-tert-butyl(2-((3-(diethylamino)prop-1-en-1-yl)sulfonyl)ethyl)(methyl)carbamate